CN(CCOC=1C=CC(=C(C1)C=1C=CC=C2C(=NC(=NC12)NC1=CC=C(C=C1)N1CCOCC1)N)F)C 8-(5-(2-(dimethylamino)ethoxy)-2-fluorophenyl)-N2-(4-morpholinylphenyl)quinazoline-2,4-diamine